5-chloro-2-methyl-4-(2-methyl-1-naphthyl)-3(2H)-pyridazinone ClC1=C(C(N(N=C1)C)=O)C1=C(C=CC2=CC=CC=C12)C